CC=1NC2=CC=CC=C2C1SC#N 2-methyl-3-thiocyanato-1H-indole